3-hydroxy-4-trifluoromethyl-mandelic acid OC=1C=C(C(C(=O)O)O)C=CC1C(F)(F)F